6-(3-fluoro-4-(pyrrolidin-1-yl)phenyl)-1-(2-morpholinobenzo[d]thiazol-6-yl)-4-oxo-1,4-dihydropyridine-3-carboxylic acid FC=1C=C(C=CC1N1CCCC1)C1=CC(C(=CN1C1=CC2=C(N=C(S2)N2CCOCC2)C=C1)C(=O)O)=O